phenyl (3-((4-fluorophenyl)ethynyl)-4-(2-oxo-2-(piperidin-1-yl)ethyl)phenyl)carbamate FC1=CC=C(C=C1)C#CC=1C=C(C=CC1CC(N1CCCCC1)=O)NC(OC1=CC=CC=C1)=O